FC=1C=C(C=NC1)C1=CC=C(C(=N1)C(F)(F)F)NC(=O)N1CSCC1 N-[6-(5-fluoro-3-pyridyl)-2-(trifluoromethyl)-3-pyridyl]thiazolidine-3-carboxamide